5,10-dihydro-2,8-dinitrophenazine [N+](=O)([O-])C1=CC=2NC3=CC(=CC=C3NC2C=C1)[N+](=O)[O-]